C(CC)[N+](C)(C)CCCNC(=O)OC(C)(C)C propyl-[3-(tert-butoxycarbonylamino)propyl]-dimethyl-ammonium